2,4,4-Trimethylpent-1-en CC(=C)CC(C)(C)C